tert-Butyl 3-fluoro-5-(3-methyl-1H-pyrazol-4-yl)benzylcarbamate FC=1C=C(CNC(OC(C)(C)C)=O)C=C(C1)C=1C(=NNC1)C